α-methyl-β-hydroxypropionic acid benzenesulfonyl ester C1(=CC=CC=C1)S(=O)(=O)OC(C(CO)C)=O